Tert-butyl (12aR)-10-chloro-9-(2-chloro-6-hydroxyphenyl)-8-(difluoromethoxy)-3,4,12,12a-tetrahydro-6H-pyrazino[2,1-c][1,4]benzoxazepine-2(1H)-carboxylate ClC1=C(C(=CC=2CN3[C@@H](COC21)CN(CC3)C(=O)OC(C)(C)C)OC(F)F)C3=C(C=CC=C3O)Cl